N[C@H](C=1N=C2N(N=CC(=C2)[C@@H](COC)N2C(NCC(C2)(F)F)=O)C1)C1CCC(CC1)(F)F 1-((S)-1-(2-((S)-Amino(4,4-difluorocyclohexyl)methyl)imidazo[1,2-b]pyridazin-7-yl)-2-methoxyethyl)-5,5-difluorotetrahydropyrimidin-2(1H)-one